3-(BENZO[D]THIAZOL-7-YL)-4-CYCLOPROPYL-ISOTHIAZOLE-5-CARBOXYLIC ACID S1C=NC2=C1C(=CC=C2)C2=NSC(=C2C2CC2)C(=O)O